1-[[2-(3-chlorophenyl)oxetan-2-yl]methyl]-3-(2,2-dimethylpropyl)urea ClC=1C=C(C=CC1)C1(OCC1)CNC(=O)NCC(C)(C)C